C1(=CC=CC=C1)C(=NC1=C(C=C(C(=C1)C(=O)N1C=CC2=CC=CC=C12)OC)F)C1=CC=CC=C1 N-(diphenylmethylene)-2-fluoro-5-[(indol-1-yl)carbonyl]-4-methoxyaniline